NC=1C=2N(C(=C(N1)C1=CC(=CC=C1)C#N)C1=CC=NN1CCC)N=C(C2)C(=O)NCC 4-amino-6-(3-cyanophenyl)-N-ethyl-7-(1-propyl-1H-pyrazol-5-yl)pyrazolo[1,5-a]pyrazine-2-carboxamide